1-sulfodecyl-4-vinylimidazole tetrafluoroborate F[B-](F)(F)F.S(=O)(=O)(O)C(CCCCCCCCC)C=1NC=C(N1)C=C